methyl (E)-2-fluoro-6-(2-(2-oxoethylidene)hydrazinyl)benzoate FC1=C(C(=O)OC)C(=CC=C1)N/N=C/C=O